CN(C=1C=C(C=CC1)NC1=NC=C2C(=N1)N(C(N(C2)C=2C=C(C=CC2C)NC(C2=CC(=CC(=C2)C(F)(F)F)N2C=NC(=C2)C)=O)=O)C)C N-{3-[7-(3-Dimethylamino-phenylamino)-1-methyl-2-oxo-1,4-dihydro-2H-pyrimido[4,5-d]pyrimidin-3-yl]-4-methyl-phenyl}-3-(4-methyl-imidazol-1-yl)-5-trifluoromethyl-benzamide